N=1N=CN2C1C=CC(=C2)C2=CNC=1N=C(N=CC12)NC1CC(C1)(O)C (1r,3r)-3-((5-([1,2,4]triazolo[4,3-a]pyridin-6-yl)-7H-pyrrolo[2,3-d]pyrimidin-2-yl)amino)-1-methylcyclobutan-1-ol